ClCC=1C=C(C=CC1C)[C@@H]([C@@H](C(=O)OCC1=CC=CC=C1)C)C1=C(C2=C(N(N=N2)CC)C=C1)C (2S,3R)-benzyl 3-(3-(chloromethyl)-4-methylphenyl)-3-(1-ethyl-4-methyl-1H-benzo[d][1,2,3]triazol-5-yl)-2-methylpropanoate